CC1(CN(C1)C=1C=CC2=C(C1)[Si]1(CCCCC1)C1=C(C23OC(C2=CC=C(C=C23)C(=O)NCCN2C(C=CC2=O)=O)=O)C=CC(=C1)N1CC(C1)(C)C)C 3',7'-bis(3,3-dimethylazetidin-1-yl)-N-(2-(2,5-dioxo-2,5-dihydro-1H-pyrrol-1-yl)ethyl)-3-oxo-3H-dispiro[isobenzofuran-1,10'-dibenzo[b,e]siline-5',1''-silinane]-6-carboxamide